(S)-5-chloro-2-(2-isopropylmorpholino)pyridin-4-amine ClC=1C(=CC(=NC1)N1C[C@@H](OCC1)C(C)C)N